ClC1=C(C=CC=C1)[C@H]1CC=2NC3=CC=CC=C3C2[C@H]([C@@H]1N)CCNCC1CC1 (2R,3S,4R)-2-(2-Chlorophenyl)-4-{2-[(cyclopropylmethyl)amino]ethyl}-2,3,4,9-tetrahydro-1H-carbazol-3-amine